7-fluoro-3,3-bis(6-(((R)-2-hydroxy-4-methylpentyl)oxy)benzo[d][1,3]dioxol-5-yl)indolin-2-one FC=1C=CC=C2C(C(NC12)=O)(C1=CC2=C(OCO2)C=C1OC[C@@H](CC(C)C)O)C1=CC2=C(OCO2)C=C1OC[C@@H](CC(C)C)O